C(C)(=O)N1CC2CCC(C1)C2C(=O)N2C(CC(C2)F)C(=O)NC(C2=CC=C(C=C2)C(C)C)C2=CC=CC=C2 1-{3-acetyl-3-azabicyclo[3.2.1]octane-8-carbonyl}-4-fluoro-N-{phenyl[4-(propan-2-yl)phenyl]methyl}pyrrolidine-2-carboxamide